CC(C)(CCCC(C)C)OC(C1=CC=C(C=C1)O)=O 2,6-Dimethylheptan-2-yl-4-hydroxybenzoat